4-chloro-7-((5-(4-methylpiperazin-1-yl)pyridin-2-yl)amino)-1-oxoisoindoline-2-carboxylic acid tert-butyl ester C(C)(C)(C)OC(=O)N1C(C2=C(C=CC(=C2C1)Cl)NC1=NC=C(C=C1)N1CCN(CC1)C)=O